CP(OCC)=O monoethyl methylphosphinate